nicotine N1=CC=CC(=C1)C1N(C)CCC1